Caproic acid, sodium salt [Na+].C(CCCCC)(=O)[O-]